ClC1=CN(C=2N=C(C=C(C21)NC(C)C)Cl)COCC[Si](C)(C)C 3,6-dichloro-N-isopropyl-1-((2-(trimethylsilyl)ethoxy)methyl)-1H-pyrrolo[2,3-b]pyridin-4-amine